P(=O)([O-])([O-])[O-].N#CC#N.[Ce+3] cerium cyanogen phosphate